2,2'-ethylidenebis(4,6-di-t-pentylphenol) C(C)(C1=C(C(=CC(=C1)C(C)(C)CC)C(C)(C)CC)O)C1=C(C(=CC(=C1)C(C)(C)CC)C(C)(C)CC)O